FC(S(=O)(=O)CS(=O)(=O)N)(F)F (trifluoromethyl-sulfonyl)methanesulfonamide